The molecule is an N-tetracosenoylsphingosine in which the double bond in the ceramide acyl group is located at position 15 (the Z-geoisomer. It has a role as a mouse metabolite. It is a N-tetracosenoylsphingosine and a Cer(d42:2). It derives from a (15Z)-tetracosenoic acid. CCCCCCCCCCCCC/C=C/[C@H]([C@H](CO)NC(=O)CCCCCCCCCCCCC/C=C\\CCCCCCCC)O